1-(4-fluorophenyl)-6-methyl-5-(6-methyl-6-phenyl-3-azabicyclo[3.1.0]hexan-1-yl)-1H-indazole FC1=CC=C(C=C1)N1N=CC2=CC(=C(C=C12)C)C12CNCC2C1(C1=CC=CC=C1)C